3,5-Dibromo-2-aminopyrazine BrC=1C(=NC=C(N1)Br)N